COC1=NC=C(C2=C1N=C(S2)NC(=O)C=2C=NN(C2)CCOC)C2=CC=NC=C2 1-(2-Methoxy-ethyl)-1H-pyrazole-4-carboxylic acid (4-methoxy-7-pyridin-4-yl-thiazolo[4,5-c]pyridin-2-yl)-amide